(4-(naphthalen-2-ylmethoxy)benzyl)-1H-imidazole C1=C(C=CC2=CC=CC=C12)COC1=CC=C(CN2C=NC=C2)C=C1